1-((S)-1-(2-((S)-amino(4,4-difluorocyclohexyl)methyl)benzo[d]-oxazol-5-yl)-2-methoxyethyl)-4,4-dimethylimidazolidin-2-one N[C@H](C=1OC2=C(N1)C=C(C=C2)[C@@H](COC)N2C(NC(C2)(C)C)=O)C2CCC(CC2)(F)F